(1R,4R,6'R)-4-(3-Chloroanilino)-6'-[(2R)-3-hydroxy-2-methylpropyl]-6',7'-dihydro-2'H-spiro[cyclohexane-1,5'-indeno[5,6-d][1,3]dioxole]-4-carboxylic acid methyl ester COC(=O)C1(CCC2([C@@H](CC3=CC=4OCOC4C=C23)C[C@H](CO)C)CC1)NC1=CC(=CC=C1)Cl